tert-butyl trans-4-[4-[(3-isopropyl)pyrazolo[1,5-a]pyrimidin-5-yl]pyrimidin-2-yl]aminomethyl-3-hydroxylpiperidine-1-carboxylate C(C)(C)C=1C=NN2C1N=C(C=C2)C2=NC(=NC=C2)NC[C@H]2[C@@H](CN(CC2)C(=O)OC(C)(C)C)O